(4-methoxy-5-(1-methylcyclopropyl)-7H-pyrrolo[2,3-d]pyrimidin-7-yl)benzonitrile COC=1C2=C(N=CN1)N(C=C2C2(CC2)C)C2=C(C#N)C=CC=C2